(S)-4-(4-fluorophenoxy)-N-(7-(3-hydroxy-3-methylbut-1-yn-1-yl)-5-methyl-4-oxo-2,3,4,5-tetrahydrobenzo[b][1,4]oxazepin-3-yl)picolinamide FC1=CC=C(OC2=CC(=NC=C2)C(=O)N[C@@H]2C(N(C3=C(OC2)C=CC(=C3)C#CC(C)(C)O)C)=O)C=C1